(2-bromo-6-{6,6-difluoro-3-azabicyclo[3.1.0]hex-3-yl}pyridin-3-yl)methanol BrC1=NC(=CC=C1CO)N1CC2C(C2C1)(F)F